tert-butyl (2S,5R)-2,5-diethyl-4-(1-(quinoxalin-6-yl)ethyl)piperazine-1-carboxylate C(C)[C@@H]1N(C[C@H](N(C1)C(C)C=1C=C2N=CC=NC2=CC1)CC)C(=O)OC(C)(C)C